O[C@@]1(NCCC1)C(=O)O cis-2-hydroxyproline